1-(4-((7-(4,4-difluoropiperidin-1-yl)-7-oxoheptyl)amino)phenyl)dihydropyrimidine-2,4(1H,3H)-dione FC1(CCN(CC1)C(CCCCCCNC1=CC=C(C=C1)N1C(NC(CC1)=O)=O)=O)F